ClC1=CC=C(C2=C1C=C(O2)F)COC2=CC=CC(=N2)C2=CCC(CC2)CC(=O)O 2-(4-(6-((4-chloro-2-fluorobenzofuran-7-yl)methoxy)pyridin-2-yl)cyclohex-3-en-1-yl)acetic acid